1-(8-piperazin-1-yl-4-quinolinyl)hexahydropyrimidine-2,4-dione N1(CCNCC1)C=1C=CC=C2C(=CC=NC12)N1C(NC(CC1)=O)=O